N-(4-(1,2,4,5-tetrazin-3-yl)benzyl)-1-(3-(dimethylamino)propanamido)-3,6,9,12-tetraoxapentadecan-15-amide N1=NC(=NN=C1)C1=CC=C(CNC(CCOCCOCCOCCOCCNC(CCN(C)C)=O)=O)C=C1